4-(4-bromo-5-fluoro-2-nitrophenyl)-1,2,6-trimethylpiperazine BrC1=CC(=C(C=C1F)N1CC(N(C(C1)C)C)C)[N+](=O)[O-]